(2,2-difluoroethyl)-2,3-dihydrobenzopyran-4-one FC(CC1OC2=C(C(C1)=O)C=CC=C2)F